N-(2-((3-trifluoromethylphenyl)amino)-2,3-dihydro-1H-inden-5-yl)acrylamide FC(C=1C=C(C=CC1)NC1CC2=CC=C(C=C2C1)NC(C=C)=O)(F)F